[C@@H](C)(CC)C1=CC=C(C=C1)Cl (R)-1-(sec-butyl)-4-chlorobenzene